methyl 4-[5-fluoro-1-(4-fluoro-3-methyl-phenyl)-2-tetrahydropyran-4-yl-indol-3-yl]benzoate FC=1C=C2C(=C(N(C2=CC1)C1=CC(=C(C=C1)F)C)C1CCOCC1)C1=CC=C(C(=O)OC)C=C1